ClC1=CC2=C(N=C(S2)C23CC(C2)(C3)NC(=O)C=3OC(=CC3)S(=O)C)C=C1 N-[3-(6-chloro-1,3-benzothiazol-2-yl)-1-bicyclo[1.1.1]pentanyl]-5-methylsulfinyl-furan-2-carboxamide